tert-butyl 5-(trifluoromethylsulfonyloxy)-2,3,4,7-tetrahydroazepine-1-carboxylate FC(S(=O)(=O)OC=1CCCN(CC1)C(=O)OC(C)(C)C)(F)F